3-((Tert-Butoxycarbonyl)(3-oxopropyl)amino)propanoic acid C(C)(C)(C)OC(=O)N(CCC(=O)O)CCC=O